CC1(OC2=C(OC1)C=CC(=C2)C=O)C 3,3-dimethyl-2,3-dihydrobenzo[b][1,4]dioxine-6-carbaldehyde